C1=CC=CC=2N1C1=C(N2)C=CC=C1O benzo[4,5]imidazo[1,2-a]pyridine-9-ol